[N+](=O)([O-])C1(CC(=CC=C1NCC1CCOCC1)S(=O)(=O)NC(C1=CC=CC=C1)=O)[N+](=O)[O-] N-((3-nitro-4-(((tetrahydro-2H-pyran-4-yl)methyl)amino)3-nitrophenyl)sulfonyl)benzamide